FC(C1=CC=C(C=C1)N1N=NC(=C1COC1=CC=C(N=N1)N1CC(N(CC1)C1=NN(C=C1)C)=O)C)F 4-(6-((1-(4-(Difluoromethyl)phenyl)-4-methyl-1H-1,2,3-triazol-5-yl)methoxy)pyridazine-3-yl)-1-(1-methyl-1H-pyrazol-3-yl)piperazin-2-one